OCCCNC([C@H](O)C(C)(C)CO)=O L-Panthenol